Naphthyl-Natrium C1(=CC=CC2=CC=CC=C12)[Na]